BrC1=NC(=C(C(=O)NS(=O)(=O)C2=CC=CC=C2)C=C1)N1C(CC(C1)C)(C)C 6-bromo-N-(phenylsulfonyl)-2-(2,2,4-trimethylpyrrolidin-1-yl)nicotinamide